1-(4-morpholinophenyl)-2-phenylethane-1,2-dione O1CCN(CC1)C1=CC=C(C=C1)C(C(=O)C1=CC=CC=C1)=O